N1=CC=C(C=C1)C=1NC(C2=CC=NC=C2C1)=O 3-(4-pyridyl)-2H-2,6-naphthyridin-1-one